FC(C(=O)O)(F)F.C1(NC(C2=CC=CC=C12)=O)=O isoindole-1,3-dione trifluoroacetate